6-[(4-chloro-2-fluorobenzyl)oxy]pyridin ClC1=CC(=C(COC2=CC=CC=N2)C=C1)F